heptadecan-9-yl 8-(((1-(((2-(methylamino)-3,4-dioxocyclobut-1-en-1-yl)amino)methyl)cyclopropyl)methyl)(6-(((nonyloxy)carbonyl)oxy)hexyl)amino)octanoate CNC1=C(C(C1=O)=O)NCC1(CC1)CN(CCCCCCCC(=O)OC(CCCCCCCC)CCCCCCCC)CCCCCCOC(=O)OCCCCCCCCC